C(C1=CC=CC=C1)SC=1C=NC2=CC(=NC(=C2C1)OC1CCC(CC1)NC1=NC=CC=N1)N1CCOCC1 N-((1s,4s)-4-((3-(benzylthio)-7-morpholino-1,6-naphthyridin-5-yl)oxy)cyclohexyl)pyrimidin-2-amine